CC1(CC2=C(O1)C(=CC=C2)O)C 2,2-dimethyl-2,3-dihydrobenzo[b]furan-7-ol